CC1(C(C2=CC=CC=C2C1)N1C=NC=C1)C 1-(2,2-Dimethyl-2,3-dihydro-1H-inden-1-yl)-1H-imidazol